5-(dimethylamino)-1H-benzo[d]imidazole CN(C1=CC2=C(NC=N2)C=C1)C